COC(=O)C1=CC2=C(C3=C(N=C(N=C3Cl)CC3=C(C=CC=C3)C)N2)N=C1 4-chloro-2-(2-methylbenzyl)-9H-pyrido[2',3':4,5]pyrrolo[2,3-d]pyrimidine-7-carboxylic acid methyl ester